Tert-butyl (1R,3s,5S)-3-(3-(1,1-difluoroethyl)-N-methyl-4-(2-(2-methylthieno[2,3-d]pyrimidin-4-yl)cyclopropyl)benzamido)-8-azabicyclo[3.2.1]octane-8-carboxylate FC(C)(F)C=1C=C(C(=O)N(C)C2C[C@H]3CC[C@@H](C2)N3C(=O)OC(C)(C)C)C=CC1C1C(C1)C=1C3=C(N=C(N1)C)SC=C3